5-(6-(3-methoxyphenyl)-5-(piperidin-4-ylmethylamino)pyridazin-3-ylamino)pyrazine-2-carbonitrile COC=1C=C(C=CC1)C1=C(C=C(N=N1)NC=1N=CC(=NC1)C#N)NCC1CCNCC1